COC1=NC=C(C2=C1N=C(S2)NC(=O)N2CC1(CC2)CCOCC1)C=1C(COCC1)C 8-Oxa-2-aza-spiro[4.5]decane-2-carboxylic acid [4-methoxy-7-(3-methyl-3,6-dihydro-2H-pyran-4-yl)-thiazolo[4,5-c]pyridin-2-yl]-amide